CC=1C(=C2C=NNC2=CC1C)C1=C(C=2N=C(N=C(C2C=N1)N1CC2(CNC(N2)=O)CCC1)OCC12CCCN2CCC1)F 7-(7-(5,6-dimethyl-1H-indazol-4-yl)-8-fluoro-2-((hexahydro-1H-pyrrolizin-7a-yl)methoxy)pyrido[4,3-d]pyrimidin-4-yl)-1,3,7-triazaspiro[4.5]decan-2-one